FC1=C(C(=O)O)C=CC=C1N1C(N(C2=C(C1=O)C(=C(S2)C=2OC=CN2)C)CC(OC2CCOCC2)C2=C(C=CC=C2)OC)=O 2-fluoro-3-(1-(2-(2-methoxyphenyl)-2-((tetrahydro-2H-pyran-4-yl)oxy)ethyl)-5-methyl-6-(oxazol-2-yl)-2,4-dioxo-1,4-dihydrothieno[2,3-d]pyrimidin-3(2H)-yl)benzoic acid